FC1=C(C(=O)N(C2=NC=CC3=C2C=C(S3)C#CC3=CC=NC=C3)[C@H]3CNCCC3)C=CC(=C1)N1N=NC=3C1=NC=CC3 2-fluoro-N-[(3R)-3-piperidyl]-N-[2-[2-(4-pyridyl)ethynyl]thieno[3,2-c]pyridin-4-yl]-4-(triazolo[4,5-b]pyridin-3-yl)benzamide